Cl.ClCCC1N(CCC1)C 2-(2-chloroethyl)-1-methylpyrrolidine hydrochloride